C(C1=CC=CC=C1)C1N=C(OC1)C1=NC=CC=C1 (4-benzyl-4,5-dihydro-oxazol-2-yl)-pyridine